[2-Hydroxy-3-(3-triethoxysilylpropylamino) propyl] 2-methylprop-2-enoate CC(C(=O)OCC(CNCCC[Si](OCC)(OCC)OCC)O)=C